ClC=1C(=C(NC=2C3=C(N=CN2)C=NC(=C3)[C@@H]3CN(CC3)C(C=C)=O)C=CC1Cl)F 1-[(3S)-3-[4-(3,4-dichloro-2-fluoro-anilino)pyrido[3,4-d]pyrimidin-6-yl]pyrrolidin-1-yl]prop-2-en-1-one